C(=O)(O)[C@@H](C)O[C@@H]1C[C@H](O)O[C@@H]([C@H]1O)CO 3-O-[(R)-1-carboxyethyl]-2-deoxy-β-D-glucopyranose